N(C(=O)N)C1=NC2=NC=CC=C2C=C1 ureidonaphthyridine